FC(C1=CC(=NC=C1)B(O)O)(F)F (4-(trifluoromethyl)pyridin-2-yl)boronic acid